(S)-2-amino-3-(4-(4-(((R)-1-(naphthalene-2-yl)ethyl)amino)thieno[3,2-d]pyrimidine-7-yl)phenyl)propionic acid hydrochloride Cl.N[C@H](C(=O)O)CC1=CC=C(C=C1)C1=CSC2=C1N=CN=C2N[C@H](C)C2=CC1=CC=CC=C1C=C2